C(C)OC(=O)C1(CC(C2=CC(=CC=C2C1)OC)CC(=O)O)C(=O)OCC 2-(3,3-bis(ethoxycarbonyl)-7-methoxy-1,2,3,4-tetrahydronaphthalen-1-yl)acetic acid